3-(2-chloro-4'-((1-methyl-1H-imidazol-5-yl)methoxy)-[1,1'-biphenyl]-3-yl)piperidine-2,6-dione ClC1=C(C=CC=C1C1C(NC(CC1)=O)=O)C1=CC=C(C=C1)OCC1=CN=CN1C